[3-(difluoromethoxy)-4-[[(1R,2S)-2-fluorocyclopropyl]carbamoyl]-5-methoxy-phenyl]boronic acid FC(OC=1C=C(C=C(C1C(N[C@H]1[C@H](C1)F)=O)OC)B(O)O)F